3-(2-fluoro-4-((7-methoxychroman-2-yl)methoxy)phenyl)propanoic acid FC1=C(C=CC(=C1)OCC1OC2=CC(=CC=C2CC1)OC)CCC(=O)O